methyl 1-(tert-butyl)-3-nitro-1H-pyrazole-5-carboxylate C(C)(C)(C)N1N=C(C=C1C(=O)OC)[N+](=O)[O-]